C(C1=CC=CC=C1)(=O)OCC(C)OC(C1=CC=CC=C1)=O propylene dibenzoate